CN(C[C@H](C1=CC=CC=C1)NC(=O)N1C(C=2N(N=C(C2C1)NC(C1=CC=C(C=C1)C(=O)OC)=O)C(=O)OCC)(C)C)C Ethyl (S)-5-((2-(dimethylamino)-1-phenylethyl)carbamoyl)-3-(4-(methoxycarbonyl)benzamido)-6,6-dimethyl-5,6-dihydropyrrolo[3,4-c]pyrazole-1(4H)-carboxylate